ClC=1C=C2C=NN(C2=C(C1)C(=O)OC)CC1=CC=C(C=C1)C1=CC(=NC=C1)OC methyl 5-chloro-1-(4-(2-methoxypyridin-4-yl) benzyl)-1H-indazole-7-carboxylate